O=C1CCC(N1C1=CC=CC=C1)CC#N 2-(5-oxo-1-phenylpyrrolidine-2-yl)acetonitrile